CC1=C(C(=O)OOC(=O)C2=C(C(=C(C=C2)C)C)C)C=CC(=C1C)C.C1(=CC=CC=C1)C=1C=CC=2NC3=CC=C(C=C3SC2C1)C1=CC=CC=C1 3,7-diphenyl-phenothiazine (2,3,4-Trimethylbenzoyl)2,3,4-trimethylbenzenecarboperoxoate